C[C@](N)(CC1=CC=C(C=C1)F)C(=O)O α-Methyl-(4-Fluoro)phenylalanine